C(CCC)N1NC=CC1Cl N-butyl-5-chloropyrazoline